O[C@@H]1C[C@@H](C[C@@H]1NC)NC(OCC1=CC=CC=C1)=O Benzyl ((1R,3R,4S)-3-hydroxy-4-(methylamino)cyclopentyl)carbamate